N-{4-[5-cyclopropyl-3-(4-fluorophenyl)-4-oxo-4,5-dihydro-1H-pyrrolo[3,2-c]pyridin-2-yl]pyridin-2-yl}-4,4-difluoro-2-(4-fluorophenyl)butanamide C1(CC1)N1C(C2=C(C=C1)NC(=C2C2=CC=C(C=C2)F)C2=CC(=NC=C2)NC(C(CC(F)F)C2=CC=C(C=C2)F)=O)=O